8-(2,3-difluoro-5-(trifluoromethyl)phenyl)-N-(2,3-dihydro-4H-benzo[b][1,4]oxazin-4-yl)-7-fluoro-4-morpholinoquinoline-3-carboxamide FC1=C(C=C(C=C1F)C(F)(F)F)C=1C(=CC=C2C(=C(C=NC12)C(=O)NN1C2=C(OCC1)C=CC=C2)N2CCOCC2)F